BrC=1C(=C2C=C(N(C2=CC1)C)C#N)C 5-bromo-1,4-dimethyl-1H-indole-2-carbonitrile